CNC=1C=C(SC1)C(=O)N[C@@H](CCC(=O)O)C(=O)O N-(4-methylamino-2-thenoyl)-L-glutamic acid